ClC1=CC(=C(CBr)C=C1)OCCCCCC 4-chloro-2-hexyloxybenzyl bromide